C(C)C1(OC2=CC=C(C=C2C(C1)=O)C=1SC(=NN1)C=1C(=NC=CC1)F)CC 2,2-diethyl-6-(5-(2-fluoropyridin-3-yl)-1,3,4-thiadiazol-2-yl)chroman-4-one